spiro[furan-3,1'-furo[3,4-c]pyridine] C12(OCC=3C=NC=CC31)COC=C2